(2R,4R)-1-(3-chloro-2,6-difluorobenzyl)-4-((3-fluoro-6-((5-methyl-1H-pyrazol-3-yl)amino)-pyridin-2-yl)methyl)-2-methylpiperidine-4-carboxylic acid ClC=1C(=C(CN2[C@@H](C[C@@](CC2)(C(=O)O)CC2=NC(=CC=C2F)NC2=NNC(=C2)C)C)C(=CC1)F)F